Cl.FC1=C(C=C2CCCNC2=C1)C(=O)O 7-fluoro-1,2,3,4-tetrahydroquinoline-6-carboxylate hydrochloride